N[C@@H](CCCCN)C(=O)N1[C@@H](CCC1)C(=O)N[C@@H](C(C)C)C(=O)O lysyl-prolyl-valine